1-(2-((3R,SR,8S,9S,10R,13S,14S,17S)-3-Hydroxy-3,13-dimethyl-10-((methylsulfonyl)methyl)hexadecahydro-1H-cyclopenta[a]phenanthren-17-yl)-2-oxoethyl)-1H-pyrazole-4-carbonitrile O[C@@]1(CC[C@@]2([C@H]3CC[C@@]4([C@H](CC[C@H]4[C@@H]3CC[C@H]2C1)C(CN1N=CC(=C1)C#N)=O)C)CS(=O)(=O)C)C |&1:16|